6-[methyl-(phenyl)amino]-1,2,3,4-tetrahydronaphthalen-1-one CN(C=1C=C2CCCC(C2=CC1)=O)C1=CC=CC=C1